3-(3-ethoxy-3-oxopropyl)morpholine-4-carboxylic acid tert-butyl ester C(C)(C)(C)OC(=O)N1C(COCC1)CCC(=O)OCC